C(C=C)(=O)N1C[C@@H](N(C[C@H]1C)C1=NC=NC2=CC=C(C=C12)C=1C=C(C(=NC1)OC)NS(=O)(=O)C1=C(C=CC=C1F)F)C N-(5-(4-((2S,5R)-4-acryloyl-2,5-dimethylpiperazin-1-yl)quinazolin-6-yl)-2-methoxypyridin-3-yl)-2,6-difluorobenzene-sulfonamide